Methyl (6S,9S,12S)-6-(4-fluorobenzyl)-9-isobutyl-2,2-dimethyl-4,7,10-trioxo-12-(((S)-2-oxopiperidin-3-yl)methyl)-3-oxa-5,8,11-triazatridecan-13-oate FC1=CC=C(C[C@H](NC(OC(C)(C)C)=O)C(N[C@H](C(N[C@H](C(=O)OC)C[C@H]2C(NCCC2)=O)=O)CC(C)C)=O)C=C1